C1(=CC=CC=C1)NC(CCC(=O)O)C 4-phenylamino-pentanoic acid